ClC=1C=C(C=NC1O)N1C(=NC2=C(C1=O)SC=N2)SCC2=C(C=C(C=C2F)F)F 6-(5-Chloro-6-hydroxypyridin-3-yl)-5-((2,4,6-trifluorobenzyl)thio)thiazolo[4,5-d]pyrimidin-7(6H)-one